2-{[6-amino-4-(3-methyl-1H-indazol-5-yl)-1-oxo-2,3-dihydro-1H-isoindol-2-yl]methyl}prop-2-enenitrile NC1=CC(=C2CN(C(C2=C1)=O)CC(C#N)=C)C=1C=C2C(=NNC2=CC1)C